5-methyl-1-(3-methyl-4-(trifluoromethyl)phenyl)-3-(pyrrolidin-1-ylmethyl)-1H-1,2,4-triazole CC1=NC(=NN1C1=CC(=C(C=C1)C(F)(F)F)C)CN1CCCC1